methyl (S)-2-((tert-butoxycarbonyl)amino)-2-(3-fluoroadamantan-1-yl)acetate C(C)(C)(C)OC(=O)N[C@H](C(=O)OC)C12CC3(CC(CC(C1)C3)C2)F